O.C(CC(O)(C(=O)[O-])CC(=O)[O-])(=O)[O-].[Na+].[Na+].[Na+] sodium citrate hydrate